C=CCCCCCCCCCCCCCC 1-hexadecene